[C@H]12CS(C[C@H](CC1)N2)(=O)=O (1R,5S)-3-thia-8-azabicyclo[3.2.1]octane 3,3-dioxide